Monomethyl Vinyl Ether C(=C)OC